tert-butyl (S)-(3-(((4-(cyclopropylethynyl)-6-fluoro-2-oxo-4-(trifluoromethyl)-1,2,3,4-tetrahydroquinazolin-7-yl)methyl)amino)pyridin-4-yl)carbamate C1(CC1)C#C[C@@]1(NC(NC2=CC(=C(C=C12)F)CNC=1C=NC=CC1NC(OC(C)(C)C)=O)=O)C(F)(F)F